4-hydroxyphenylethyl tridecanoate C(CCCCCCCCCCCC)(=O)OCCC1=CC=C(C=C1)O